3-ethoxy-4-(1-methylpiperidin-4-yl)aniline C(C)OC=1C=C(N)C=CC1C1CCN(CC1)C